3-((2-((1H-pyrazol-3-yl)methyl)-4-methyl-5-oxo-4H-thiazolo[5',4':4,5]pyrrolo[2,3-d]pyridazin-6(5H)-yl)methyl)-1H-pyrazole-4-carbonitrile N1N=C(C=C1)CC=1SC2=C(N(C=3C(N(N=CC32)CC3=NNC=C3C#N)=O)C)N1